N1=CC(=CC=C1)CN1N=C(N=N1)C1=CC=C(CCNC2=NC=3N(C(=N2)N)N=C(N3)C=3OC=CC3)C=C1 N5-(4-(2-(pyridin-3-ylmethyl)-2H-tetrazol-5-yl)phenethyl)-2-(furan-2-yl)-[1,2,4]triazolo[1,5-a][1,3,5]triazine-5,7-diamine